C(C)(C)(C)OC(=O)N1CC(C(C1)N)(F)F (+)-4-amino-3,3-difluoropyrrolidine-1-carboxylic acid tert-butyl ester